di-tert-butyl-succinimide C(C)(C)(C)C1C(C(=O)NC1=O)C(C)(C)C